(6R,8aS)-6-(8-amino-1-{4-[(1R)-1-(3-ethylphenyl)-1-hydroxyethyl]phenyl}imidazo[1,5-a]pyrazin-3-yl)hexahydroindolizin-3(2H)-one NC=1C=2N(C=CN1)C(=NC2C2=CC=C(C=C2)[C@@](C)(O)C2=CC(=CC=C2)CC)[C@H]2CN1C(CC[C@@H]1CC2)=O